(Z)-2-((4-amino-2-fluorobut-2-en-1-yl)sulfonyl)-N-(4-(N,N-diisopropylsulfamoyl)phenyl)benzamide hydrochloride Cl.NC\C=C(\CS(=O)(=O)C1=C(C(=O)NC2=CC=C(C=C2)S(N(C(C)C)C(C)C)(=O)=O)C=CC=C1)/F